ethyl 4-((3-(2-cyanoethyl)cyclopentyl)amino)-1H-pyrrolo[2,3-b]pyridine-5-carboxylate C(#N)CCC1CC(CC1)NC1=C2C(=NC=C1C(=O)OCC)NC=C2